N,N,N-trimethyl-benzyl-ammonium C[N+](C)(C)CC1=CC=CC=C1